NC1=C2C(=NC=N1)N(N=C2C2=CC=C(C=C2)OC2=CC=CC=C2)[C@H]2CN(CCC2)CCOCCOCCOCCSC2=C1C(N(C(C1=CC=C2)=O)C2C(NC(CC2)=O)=O)=O 4-((2-(2-(2-(2-((R)-3-(4-amino-3-(4-phenoxyphenyl)-1H-pyrazolo[3,4-d]pyrimidin-1-yl)piperidin-1-yl)ethoxy)ethoxy)ethoxy)ethyl)thio)-2-(2,6-dioxopiperidin-3-yl)Isoindoline-1,3-dione